2-(3-{1-[(3S)-2-azabicyclo[2.2.2]octane-3-carbonyl]-1,2,3,6-tetrahydropyridin-4-yl}-1H-pyrrolo[2,3-c]pyridin-1-yl)-5-fluoro-N-methyl-N-(propan-2-yl)benzamide C12N[C@@H](C(CC1)CC2)C(=O)N2CCC(=CC2)C2=CN(C1=CN=CC=C12)C1=C(C(=O)N(C(C)C)C)C=C(C=C1)F